O1C=NC2=C1C=C(C=C2)O BENZOOXAZOL-6-OL